FC1=C(C(=CC(=C1)F)F)CC1NN2C(=CN1)C=CC(=C2)C(=O)N (2,4,6-trifluorophenyl)methyl-2H-pyrido[2,1-f][1,2,4]triazine-7-carboxamide